C(C)OC(=O)[C@@H]1NC=2C=C(C=CC2C=2C=CN=C([C@H](C/C=C/C1)NC(=O)OC(C)(C)C)C2)NC(=O)OC (E)-(9R,14S)-14-tert-Butoxycarbonylamino-5-methoxycarbonylamino-8,16-diaza-tricyclo[13.3.1.02,7]nonadeca-1(19),2(7),3,5,11,15,17-heptaene-9-carboxylic acid ethyl ester